FC(OC1=CC=CC=2C(N([C@H]3C=4N([C@@H](C21)C3)C3=C(N4)C=CC(=C3)C3=CC=C(C=C3)C(O)P(=O)(C)C)C([2H])([2H])[2H])=O)F (7R,14R)-1-(difluoromethoxy)-11-(4-((dimethylphosphoryl)(hydroxy)methyl)phenyl)-6-(methyl-d3)-6,7-dihydro-7,14-methanobenzo[f]benzo[4,5]imidazo[1,2-a][1,4]diazocin-5(14H)-one